P(O)(=O)(OP(=O)(O)OP(=O)(O)O)OC[C@@H]1[C@H]([C@H]([C@@H](O1)N1C=NC=2C(NC)=NC=NC12)O)O N6-methyl-adenosine triphosphate